9-bromospiro[benzo[c]fluorene-7,9'-xanthene]-5-carbonitrile BrC=1C=CC=2C=3C4=C(C(=CC3C3(C5=CC=CC=C5OC=5C=CC=CC35)C2C1)C#N)C=CC=C4